2-[5-[4-[(Tert-Butyldiphenylsilyl)oxy]phenyl]-3-cyano-4-methyl-5-(trifluoromethyl)furan-2(5H)-ylidene]malononitrile [Si](C1=CC=CC=C1)(C1=CC=CC=C1)(C(C)(C)C)OC1=CC=C(C=C1)C1(C(=C(C(O1)=C(C#N)C#N)C#N)C)C(F)(F)F